C1(CC1)C(=O)N(C(=O)C1CC1)C1=NC=C(C(=N1)NC1=CC=CC=2C=3C(CN(C12)C)=CN(N3)C)C(=O)NC([2H])([2H])[2H] 2-(N-(cyclopropanecarbonyl)cyclopropanecarboxamido)-4-((2,5-dimethyl-4,5-dihydro-2H-pyrazolo[4,3-c]quinolin-6-yl)amino)-N-(methyl-d3)pyrimidine-5-carboxamide